(4-(azepan-1-yl)-2-((1-(morpholinomethyl)cyclopropyl)methoxy)-5,7-dihydro-6H-pyrrolo[3,4-d]pyrimidin-6-yl)(8-ethynyl-3-hydroxy-naphthalen-1-yl)methanone N1(CCCCCC1)C=1C2=C(N=C(N1)OCC1(CC1)CN1CCOCC1)CN(C2)C(=O)C2=CC(=CC1=CC=CC(=C21)C#C)O